C(C)(=O)OC1(C=CC(CC1)C)C(C)C (4-methyl 1-propan-2-yl-1-cyclohex-2-enyl) acetate